N-((2S)-1-((4-((2S)-1-(3-aminopyrrolidin-1-yl)-1-oxopropan-2-yl)-2-fluorophenyl)amino)-3,3-dicyclopropyl-1-oxopropan-2-yl)-1-isopropyl-1H-pyrazole-5-carboxamide NC1CN(CC1)C([C@@H](C)C1=CC(=C(C=C1)NC([C@H](C(C1CC1)C1CC1)NC(=O)C1=CC=NN1C(C)C)=O)F)=O